3-[4-[2-(azetidin-3-yl)ethynyl]-3-methyl-2-oxo-benzimidazol-1-yl]piperidine N1CC(C1)C#CC1=CC=CC=2N(C(N(C21)C)=O)C2CNCCC2